(4S,7S)-5-isobutyl-2-(4-methoxybenzyl)-1-oxo-2,5-diazaspiro[3.4]octane-7-Carboxamide C(C(C)C)N1[C@]2(CN(C2=O)CC2=CC=C(C=C2)OC)C[C@@H](C1)C(=O)N